(3S,11S)-7-((3S,5R)-4-acryloyl-3,5-dimethylpiperazin-1-yl)-10-(4,5-dichloro-2-fluorophenyl)-3-(methoxymethyl)-9-(trifluoromethyl)-2,3-dihydro-5H-[1,4]thiazino[2,3,4-ij]quinazolin-5-one C(C=C)(=O)N1[C@H](CN(C[C@H]1C)C1=NC(N2C3=C(C(=C(C=C13)C(F)(F)F)C1=C(C=C(C(=C1)Cl)Cl)F)SC[C@@H]2COC)=O)C